FC1=CC2=C(N=CS2)C=C1NC1=C2C(=NC=C1)SC(=C2)C=2C(N(CC2)CCOC2OCCCC2)C 6-fluoro-N-(2-(2-methyl-1-(2-((tetrahydro-2H-pyran-2-yl)oxy)ethyl)-2,5-dihydro-1H-pyrrol-3-yl)-thieno[2,3-b]pyridin-4-yl)benzo[d]thiazol-5-amine